FC=1C=CC(=C(C1)[C@@H](NC(=O)C=1C=C(C=CC1)C1=CC=C(C=C1)N1CCC(CC1)N1CCNCC1)C=1NC2=CC=CC=C2C1)O (R)-N-((5-fluoro-2-hydroxyphenyl)(1H-indole-2-yl)methyl)-4'-(4-(piperazine-1-yl)piperidine-1-yl)-[1,1'-biphenyl]-3-carboxamide